5-methyl-7-hydroxycoumarin hydrochloride Cl.CC1=C2C=CC(OC2=CC(=C1)O)=O